ClCC1(CN(C1)C(=O)OC(C)(C)C)CCl tert-Butyl 3,3-bis(chloromethyl)azetidine-1-carboxylate